4-(((5'-chloro-2'-((1-((2-(2,6-dioxopiperidin-3-yl)-6-fluoro-1,3-dioxoisoindolin-5-yl)methyl)piperidin-4-yl)amino)-[2,4'-bipyridin]-6-yl)amino)methyl)tetrahydro-2H-pyran-4-carbonitrile ClC=1C(=CC(=NC1)NC1CCN(CC1)CC=1C=C2C(N(C(C2=CC1F)=O)C1C(NC(CC1)=O)=O)=O)C1=NC(=CC=C1)NCC1(CCOCC1)C#N